(rac-(2R,3S,4R)-1-(1-(4-fluorophenyl)-1H-indazol-5-yl)-2-(4-methoxyphenyl)-4-methyl-5-oxopyrrolidin-3-yl)carbamic acid benzyl ester C(C1=CC=CC=C1)OC(N[C@@H]1[C@H](N(C([C@@H]1C)=O)C=1C=C2C=NN(C2=CC1)C1=CC=C(C=C1)F)C1=CC=C(C=C1)OC)=O |r|